5-Chloro-1-(3,5-difluorobenzyl)-4-(2-((1,1-difluoropropan-2-yl)amino)ethyl)-1H-pyrazole-3-Carboxylate ClC1=C(C(=NN1CC1=CC(=CC(=C1)F)F)C(=O)[O-])CCNC(C(F)F)C